OC(CCCC(=O)O)CCCCCC 5-Hydroxyundecanoic acid